7-(5,7-Dimethyl-1H-pyrrolo[2,3-c]pyridin-2-yl)-5-fluoro-3-(piperidin-4-yl)cinnoline dihydrochloride Cl.Cl.CC=1C=C2C(=C(N1)C)NC(=C2)C2=CC(=C1C=C(N=NC1=C2)C2CCNCC2)F